N-(4-(2-(((2s,5s)-5-aminoocta-hydropentalen-2-yl)amino)quinazolin-6-yl)-2-fluorophenyl)-2-chlorobenzene-sulfonamide NC1CC2CC(CC2C1)NC1=NC2=CC=C(C=C2C=N1)C1=CC(=C(C=C1)NS(=O)(=O)C1=C(C=CC=C1)Cl)F